C(C)(=O)OC1=C(C(=CC(=C1)C)C)C(CC(=O)O[C@@H]1[C@](O[C@H](C1)N1C2=NC(=NC(=C2N=C1)NC(=O)[C@@H]1OC(CC1)=O)F)(CO)C#C)(C)CC (2R,3S,5R)-2-ethynyl-5-(2-fluoro-6-((R)-5-oxotetrahydrofuran-2-carboxamido)-9H-purin-9-yl)-2-(hydroxymethyl)tetrahydrofuran-3-yl 3-(2-acetoxy-4,6-dimethyl phenyl)-3-ethylbutanoate